tert-butyl (R)-(4-morpholino-1-(phenylthio)butan-2-yl)carbamate O1CCN(CC1)CC[C@H](CSC1=CC=CC=C1)NC(OC(C)(C)C)=O